CN(S(=O)(=O)C1=CC=C(C=C1)C)C(CC=1SC=CC1)=O N-methyl-N-(4'-methylbenzenesulfonyl)-2-thiophenylacetylamine